(2S,3R,4R)-2-(2-(hex-1-yn-1-yl)-6-((3-iodobenzyl)amino)-8-(thiophen-2-yl)-9H-purin-9-yl)tetrahydrofuran-3,4-diol C(#CCCCC)C1=NC(=C2N=C(N(C2=N1)[C@H]1OC[C@H]([C@H]1O)O)C=1SC=CC1)NCC1=CC(=CC=C1)I